C(C)(C)OC=1C=CC(=NC1)C1=NN=C(O1)NC1=NC=C(C(=C1)C(F)(F)F)C(C)C 5-(5-isopropoxypyridin-2-yl)-N-(5-isopropyl-4-(trifluoromethyl)pyridin-2-yl)-1,3,4-oxadiazol-2-amine